[N+](=O)([O-])C1=CC(=C2C=CNC2=C1)CC=O 2-(6-nitro-1H-indol-4-yl)acetaldehyde